C(C)(=O)NC=1C(=NC(=CC1)C(=O)NC=1C(=NN(C1)C)C1=NC=CN=C1)C=1C=NC=CC1 acetylamino-N-(1-methyl-3-(pyrazin-2-yl)-1H-pyrazol-4-yl)-[2,3'-bipyridine]-6-carboxamide